(2S)-2-(3,5-dimethylphenyl)pyrrolidine D-tartrate C(=O)(O)[C@@H](O)[C@H](O)C(=O)O.CC=1C=C(C=C(C1)C)[C@H]1NCCC1